9-bromo-1H,4H,10bH-pyrido[2,1-a]isoindol-6-one BrC1=CC=C2C(N3C(C2=C1)CC=CC3)=O